4,4-dimethyl-1,4-azasilepane hydrochloride Cl.C[Si]1(CCNCCC1)C